5-(9-(4-amino-5-methoxy-2-(1-methyl-1H-pyrazol-4-yl)phenyl)-3,9-diazaspiro[5.5]Undecane-3-yl)-2-(2,6-dioxopiperidin-3-yl)isoindole-1,3-dione NC1=CC(=C(C=C1OC)N1CCC2(CCN(CC2)C=2C=C3C(N(C(C3=CC2)=O)C2C(NC(CC2)=O)=O)=O)CC1)C=1C=NN(C1)C